C(\C=C\C(=O)O)(=O)O.C(C)C1=C(N=C(C(=N1)C(=O)N)NC1=CC(=C(C=C1)N1CCC(CC1)N1CCN(CC1)C)OC)NC1CCOCC1.C(C)C1=C(N=C(C(=N1)C(=O)N)NC1=CC(=C(C=C1)N1CCC(CC1)N1CCN(CC1)C)OC)NC1CCOCC1 6-ethyl-3-({3-methoxy-4-[4-(4-methylpiperazin-1-yl)piperidin-1-yl]phenyl}amino)-5-(tetrahydro-2H-pyran-4-ylamino)pyrazine-2-carboxamide hemifumarate